3-cyclopropylbenzoate C1(CC1)C=1C=C(C(=O)[O-])C=CC1